1-(3-(tert-butyl)-1-phenyl-1H-pyrazol-5-yl)-3-(4-((3-chloro-2-methyl-1H-pyrrolo[2,3-b]pyridin-4-yl)oxy)-2-fluorophenyl)urea C(C)(C)(C)C1=NN(C(=C1)NC(=O)NC1=C(C=C(C=C1)OC1=C2C(=NC=C1)NC(=C2Cl)C)F)C2=CC=CC=C2